C(C=C)N[C@@H](CS)C(=O)O allyl-cysteine